BrC=1C(=NOC1)C(=O)OCC Ethyl 4-bromoisoxazole-3-carboxylate